O1COC2=C1C=CC(=C2)C2=NOC(=N2)CSC2=NC=CC(=N2)C(C)(C)C 2-({[3-(2H-1,3-benzodioxol-5-yl)-1,2,4-oxadiazol-5-yl]methyl}sulfanyl)-4-tert-butylpyrimidine